ethyl-chlorofluorocarbon C(C)[C](F)Cl